4-hydrazinylbenzoic acid hydrochloride Cl.N(N)C1=CC=C(C(=O)O)C=C1